{2-fluoro-5-[5-(tetrahydro-pyran-4-yl)-[1,2,4]oxadiazol-3-yl]-phenyl}-(4-isopropyl-phenyl)-methanol FC1=C(C=C(C=C1)C1=NOC(=N1)C1CCOCC1)C(O)C1=CC=C(C=C1)C(C)C